(S)-2-(1-(6-fluoro-5-methoxypyridin-3-yl)ethyl)-5-((3-fluoroazetidin-1-yl)methyl)-7-((2-(methylamino)-1H-imidazol-1-yl)methyl)-3,4-dihydroisoquinolin-1(2H)-one FC1=C(C=C(C=N1)[C@H](C)N1C(C2=CC(=CC(=C2CC1)CN1CC(C1)F)CN1C(=NC=C1)NC)=O)OC